CC1=NN(C(=C1C1=CC(=NC=C1)C(F)(F)F)C)CC(=O)NC1=NC=C(C=C1OC)C1=NC=CN=C1 2-[3,5-dimethyl-4-[2-(trifluoromethyl)-4-pyridyl]pyrazol-1-yl]-N-(3-methoxy-5-pyrazin-2-yl-2-pyridyl)acetamide